3,7-dimethyloct-6-en-1-ylmethyl carbonate C(OCCCC(CCC=C(C)C)C)([O-])=O